CC(C1=CC=CO1)O α-methyl-furfuryl alcohol